N[C@@H]1[C@H](CCCC1)CC=1C=C2CN(C(C2=CC1)=O)C1C(N(C(CC1)=O)COCC[Si](C)(C)C)=O 3-(5-(((1R,2S)-2-aminocyclohexyl)methyl)-1-oxoisoindolin-2-yl)-1-((2-(trimethylsilyl)ethoxy)methyl)piperidine-2,6-dione